2-(2-Methoxyethoxy)ethyl {[3-({5-[3-methyl-2,6-dioxo-4-(trifluoromethyl)-3,6-dihydropyrimidin-1(2H)-yl]-2-chloro-4-fluorophenyl}sulfanyl)-5-fluoropyridin-2-yl]oxy}acetate CN1C(N(C(C=C1C(F)(F)F)=O)C=1C(=CC(=C(C1)SC=1C(=NC=C(C1)F)OCC(=O)OCCOCCOC)Cl)F)=O